CC(C)[S-] propane-2-thiolate